(2R,3S,5R)-3-[(tert-butyldimethylsilyl)oxy]-2-{[(tert-butyldiphenylsilyl)oxy]methyl}-5-(5-fluoro-2,4-dioxo-3H-pyrimidin-1-yl)oxolane-2-carbaldehyde [Si](C)(C)(C(C)(C)C)O[C@@H]1[C@@](O[C@H](C1)N1C(NC(C(=C1)F)=O)=O)(C=O)CO[Si](C1=CC=CC=C1)(C1=CC=CC=C1)C(C)(C)C